1-propylimidazolepropanesulfonic acid C(CC)N1C(=NC=C1)CCCS(=O)(=O)O